tert-butyl 4-[2-[(4-methylbenzenesulfonyl)oxy]ethyl]piperidine-1-carboxylate CC1=CC=C(C=C1)S(=O)(=O)OCCC1CCN(CC1)C(=O)OC(C)(C)C